2-(4-amino-1-tert-butyl-pyrazolo[3,4-d]pyrimidin-3-yl)-3-chloro-N-(3-methoxypropyl)-1H-indole-6-carboxamide NC1=C2C(=NC=N1)N(N=C2C=2NC1=CC(=CC=C1C2Cl)C(=O)NCCCOC)C(C)(C)C